NC=CCC=1C(NC(NC1)=O)=O 5-(3-aminoallyl)uracil